O[C@@H](CO)C=1C=C(OC2CC(C2)NC(O)=O)C=CC1F ((1r,3r)-3-(3-(1,2-dihydroxyethyl)-4-fluorophenoxy)cyclobutyl)carbamic acid